ClC=1N=C(C2=C(N1)C(=C(N=C2)Cl)F)N2CC1(CCC(C2)N1)COCC 2,7-Dichloro-4-(1-(ethoxymethyl)-3,8-diazabicyclo[3.2.1]octan-3-yl)-8-fluoropyrido[4,3-d]pyrimidine